C(C)N1N=C(C(=C1)C1=NN2C(=NC=3C(=CC=CC3C2=N1)S(=O)(=O)C)N[C@H]1C(NCCNC1)=O)C (6R)-6-{[2-(1-Ethyl-3-methyl-1H-pyrazol-4-yl)-7-(methylsulfonyl)[1,2,4]triazolo[1,5-c]quinazolin-5-yl]amino}-1,4-diazepan-5-one